1-benzyl-3-phenyl-1H-pyrrole-2,5-dione C(C1=CC=CC=C1)N1C(C(=CC1=O)C1=CC=CC=C1)=O